2-Aminopimelate NC(C(=O)[O-])CCCCC(=O)[O-]